O1C=CC2=C1C=CC=C2CC(=O)N(C)[C@@H]2[C@H](C[C@]1(CCCO1)CC2)N2C[C@H](CC2)F 2-(benzofuran-4-yl)-N-((5R,7S,8S)-7-((S)-3-fluoropyrrolidin-1-yl)-1-oxaspiro[4.5]decan-8-yl)-N-methylacetamide